tert-butyldimethyl-(((2R,4R)-4-(methylsulfonyl)pent-2-yl)oxy)silane C(C)(C)(C)[Si](O[C@H](C)C[C@@H](C)S(=O)(=O)C)(C)C